(3S)-1-{2-[(2R,5R)-2-(Methoxymethyl)-5-methylpiperazin-1-yl]acetyl}-3-methyl-3-phenyl-2,3-dihydro-1H-indole-6-carbonitrile COC[C@@H]1N(C[C@H](NC1)C)CC(=O)N1C[C@](C2=CC=C(C=C12)C#N)(C1=CC=CC=C1)C